tert-butyl 3-(butylcarbamoyl)piperidine-1-carboxylate C(CCC)NC(=O)C1CN(CCC1)C(=O)OC(C)(C)C